(3Z)-16,16-dibutoxy-3-hexadecen-1-ol C(CCC)OC(CCCCCCCCCCC\C=C/CCO)OCCCC